L-Cystein Monohydrochloride Cl.N[C@@H](CS)C(=O)O